3-bromo-5-fluoro-N-methyl-aniline BrC=1C=C(NC)C=C(C1)F